ClC1C2=C3C(N(C2=CC=C1C=C3)C3C(NC(CC3)=O)=O)=O 3-(7-chloro-2-oxo-benzo[ctZ]indol-1-yl)piperidine-2,6-dione